BIPHENYL-2,2'-DIOL C=1(C(=CC=CC1)O)C=1C(=CC=CC1)O